C(C)(C)(C)OC(=O)N1S(OC[C@@H]1COC([2H])([2H])[2H])=O.C(C)C1(NN1)C 3-ethyl-3-methyl-diaziridine tert-butyl-(4S)-4-[(2H3)methoxymethyl]-2-oxo-1,2lambda4,3-oxathiazolidine-3-carboxylate